(S)-2-((5-fluoro-7-(6-((2-methoxy-4-(trifluoromethyl)benzyl)oxy)pyridin-2-yl)-2,3-dihydrobenzofuran-4-yl)methyl)-4-methoxy-1-(oxetane-2-ylmethyl)-1H-benzo[d]imidazole-6-carboxylic acid FC=1C=C(C2=C(CCO2)C1CC1=NC2=C(N1C[C@H]1OCC1)C=C(C=C2OC)C(=O)O)C2=NC(=CC=C2)OCC2=C(C=C(C=C2)C(F)(F)F)OC